CN1[C@H](C(C1)OC1=C(C=C(N)C=C1)C)C 4-(((2S)-1,2-dimethylazetidine-3-yl)oxy)-3-methylaniline